(S)-1-(2-((1-isopropyl-1H-pyrazolo[3,4-b]pyridin-6-yl)amino)-5-(1-(tetrahydro-2H-pyran-4-yl)-1H-pyrazol-4-yl)pyridin-4-yl)piperidin-3-ol C(C)(C)N1N=CC=2C1=NC(=CC2)NC2=NC=C(C(=C2)N2C[C@H](CCC2)O)C=2C=NN(C2)C2CCOCC2